C(C)(C)C1=CC=C(C=C1)[C@H](C=1SC=CC1)NC(=O)[C@H]1[C@H](CCC1)C(=O)O (1S,2R)-2-(((R)-(4-isopropylphenyl)(thiophen-2-yl)methyl)carbamoyl)cyclopentane-1-carboxylic acid